C=1(C(=CC=C2C=CC=CC12)O)C=1C(=CC=C2C=CC=CC12)O (R)-[1,1'-binaphthyl]-2,2'-diol